BrC(C(C(C(F)(F)Br)(F)Cl)(F)Br)(F)F 1,2,4-tribromo-3-chloro-1,1,2,3,4,4-hexafluorobutane